(7-bromo-1-(hydroxymethyl)-4-oxo-3,4-dihydropyrido[3,4-d]pyridazin-5-yl)(methyl-d3)carbamic acid tert-butyl ester C(C)(C)(C)OC(N(C([2H])([2H])[2H])C1=NC(=CC2=C1C(NN=C2CO)=O)Br)=O